1-(trans-4-aminocyclohexyl)-3-benzyl-1-(6-(1-methyl-1H-pyrazol-4-yl)pyridazin-3-yl)urea hydrochloride Cl.N[C@@H]1CC[C@H](CC1)N(C(=O)NCC1=CC=CC=C1)C=1N=NC(=CC1)C=1C=NN(C1)C